7-methoxy-1'-[(4-methoxyphenyl)methyl]-6'-(trifluoromethyl)spiro[indane-1,3'-indoline]-2'-one COC=1C=CC=C2CCC3(C(N(C4=CC(=CC=C34)C(F)(F)F)CC3=CC=C(C=C3)OC)=O)C12